CC=1N(C=C(N1)C)CC=1C=C(C=NC1)C 5-((2,4-dimethyl-1H-imidazol-1-yl)methyl)-3-methylpyridin